5-methoxy-1H-indazole-3-carboxylic acid ethyl ester C(C)OC(=O)C1=NNC2=CC=C(C=C12)OC